1-methyl-5-indolecarboxylic acid CN1C=CC2=CC(=CC=C12)C(=O)O